perfluorooctylethoxysilane F[Si](OC(C(F)(F)F)(F)F)(C(C(C(C(C(C(C(C(F)(F)F)(F)F)(F)F)(F)F)(F)F)(F)F)(F)F)(F)F)F